6-(6,6-difluoro-3-azabicyclo[3.1.0]hexan-3-yl)-2-methylnicotinaldehyde FC1(C2CN(CC12)C1=NC(=C(C=O)C=C1)C)F